2,3-dimethyl-1,3-octadiene CC(=C)C(=CCCCC)C